NC1=NC=2CCCC(C2C(=N1)SC)=O 2-amino-4-(methylthio)-7,8-dihydroquinazoline-5(6H)-one